5-fluoro-2-methyl-1-(4-methylthiobenzyl)-1H-indene FC=1C=C2C=C(C(C2=CC1)CC1=CC=C(C=C1)SC)C